spiro[cyclopentane-1,9'-fluorene]-2,5-dione C1=CC=CC=2C3=CC=CC=C3C3(C12)C(CCC3=O)=O